9-((2R,3R,4R,5R)-5-(aminomethyl)-3,4-di((tert-butyldimethylsilyl)oxy)tetrahydrofuran-2-yl)-9H-purin NC[C@@H]1[C@H]([C@H]([C@@H](O1)N1C2=NC=NC=C2N=C1)O[Si](C)(C)C(C)(C)C)O[Si](C)(C)C(C)(C)C